FC(C(=O)O)(F)F.CC1N(CCCC1)C1=CC=C(C=C1)C1=CC=C(C=C1)SC=1N=NNC1C(=O)O 4-((4'-(2-methylpiperidin-1-yl)-[1,1'-biphenyl]-4-yl)thio)-1H-1,2,3-triazole-5-carboxylic acid 2,2,2-trifluoroacetate